ClC=1C=CC(=C(C1)C1=CC(=CN=N1)NC1=CC=NC2=CN=C(C=C12)C(=O)O)F 4-{[6-(5-chloro-2-fluorophenyl)pyridazin-4-yl]amino}-1,7-naphthyridine-6-carboxylic acid